C(=CCCCCCCCC)P(O)(O)=O decenyl-phosphonic acid